O[C@H]1[C@@H](C[C@@H]([C@@H]([C@H]1O)O)OC)OC(CC(=O)OC(CC(=O)O)CCCCCCC)CCCCCCC 3-[3-[(2r,3r,4r,5r,6s)-3,4,5-trihydroxy-6-methyl-oxy-cyclohex-2-yl]oxydecanoyloxy]decanoic acid